NC1=C(C=C(C=C1C(=O)NCCO)C1=CC=C(C=C1)Cl)C1=CC=C(C=C1)S(N)(=O)=O 4'-amino-4-chloro-N-(2-hydroxyethyl)-4''-sulfamoyl-[1,1':3',1''-terphenyl]-5'-carboxamide